COC=1C=C2C(=CN1)NC(=C2)CC#N 2-(5-methoxy-1H-pyrrolo[2,3-c]pyridin-2-yl)acetonitrile